3,5-di-tert-butyl-4-hydroxy-benzoic hexadecyl ester C(CCCCCCCCCCCCCCC)OC(C1=CC(=C(C(=C1)C(C)(C)C)O)C(C)(C)C)=O